3-methoxy-4-trifluoromethyl-pentane COC(CC)C(C)C(F)(F)F